3-[4-[3-[4-[(3R,5R)-5-[(5-chloro-1-methyl-6-oxo-pyridazin-4-yl)amino]-1-methyl-3-piperidyl]benzoyl]-3-azaspiro[5.5]undecan-9-yl]phenyl]piperidine-2,6-dione ClC1=C(C=NN(C1=O)C)N[C@@H]1C[C@@H](CN(C1)C)C1=CC=C(C(=O)N2CCC3(CC2)CCC(CC3)C3=CC=C(C=C3)C3C(NC(CC3)=O)=O)C=C1